octadecyldimethyl-(γ-trimethoxysilylpropyl)-ammonium chlorid [Cl-].C(CCCCCCCCCCCCCCCCC)[N+](CCC[Si](OC)(OC)OC)(C)C